C(C)OC(CN1N=C(C2=C(C1=O)SC(=N2)C(F)(F)F)C(C)C)=O.FC(C(C(F)(F)F)OCOC(C(F)(F)F)C(F)(F)F)(F)F 1,1,1,3,3,3-hexafluoro-2-(1,1,1,3,3,3-hexafluoropropan-2-yloxymethoxy)propane ethyl-2-(4-isopropyl-7-oxo-2-(trifluoromethyl)thiazolo[4,5-d]pyridazin-6(7H)-yl)acetate